FC1=C(C=C(C(=C1)F)C1=C(C(=C(C(=C1[2H])[2H])[2H])[2H])[2H])OB(O)O (4,6-difluoro-[1,1'-biphenyl]-3-yl-2',3',4',5',6'-d5)boric acid